N'-Ethyl-4-((5-(4-methoxybenzoyl)-1H-indol-1-yl)methyl)benzoylhydrazine C(C)NNC(C1=CC=C(C=C1)CN1C=CC2=CC(=CC=C12)C(C1=CC=C(C=C1)OC)=O)=O